FC1=C(C(=O)N2CCCCC2)C(=CC=C1)C 1-(2-fluoro-6-methylbenzoyl)piperidine